F[C@H]1CN(CC[C@H]1NC=1C=2C=C(N(C2C=CC1)CC(F)(F)F)C#CCNC1=C(C=C(C=C1)S(=O)(=O)C)OCF)C N-[(3S,4R)-3-fluoro-1-methylpiperidin-4-yl]-2-(3-{[2-(fluoromethoxy)-4-methanesulfonylphenyl]amino}prop-1-yn-1-yl)-1-(2,2,2-trifluoroethyl)-1H-indol-4-amine